7-chloro-2,4-dimethyl-2-(1-(oxolan-2-ylmethyl)piperidin-4-yl)benzo[d][1,3]dioxan-5-carboxylic acid methyl ester COC(=O)C1=CC(=CC=2OC(OC(C21)C)(C2CCN(CC2)CC2OCCC2)C)Cl